1-((2-(3,8-diazabicyclo[3.2.1]octan-3-yl)-7-(thiazol-2-yl)benzo[d]oxazol-4-yl)oxy)-3-methoxypropan-2-ol C12CN(CC(CC1)N2)C=2OC1=C(N2)C(=CC=C1C=1SC=CN1)OCC(COC)O